N3,N3'-(5-Amino-3-iminopyridin-2,6(1H,3H)diyliden)bis{N2-[2-(dimethylamino)ethyl]-6,7-dimethylpyrazolo[1,5-a]pyridin-2,3-diamin} NC1=CC(C(NC1=NC=1C(=NN2C1C=CC(=C2C)C)NCCN(C)C)=NC=2C(=NN1C2C=CC(=C1C)C)NCCN(C)C)=N